COC1=C(CNC(=O)C2(CCCC2)N(C(C#C)=O)C2=NN(C=N2)C2=CC=C(C=C2)C(F)(F)F)C=CC(=C1)OC N-(2,4-dimethoxybenzyl)-1-(N-(1-(4-(trifluoromethyl)phenyl)-1H-1,2,4-triazol-3-yl)propiolamido)cyclopentane-1-carboxamide